2-(9-bromononyl)isoindole-1,3-dione BrCCCCCCCCCN1C(C2=CC=CC=C2C1=O)=O